N-(1-((1S,3R)-3-ethoxycyclopentyl)-3-(pyridin-2-yl)-1H-pyrazol-4-yl)-2-(1H-pyrazol-4-yl)thiazole-4-carboxamide C(C)O[C@H]1C[C@H](CC1)N1N=C(C(=C1)NC(=O)C=1N=C(SC1)C=1C=NNC1)C1=NC=CC=C1